CC1=CN=C(N1)C2=CN=C(N=C2C3=C(C=C(C=C3)Cl)Cl)NCCNC4=NC=C(C=C4)C#N The molecule is a member of the class of aminopyrimidines that is 2-aminopyrimidine substituted at positions N2, 5 and 6 by (5-cyanopyridin-2-yl)ethyl, 4-methylimidazol-2-yl and 2,4-dichlorophenyl groups respectively. It has a role as an EC 2.7.11.26 (tau-protein kinase) inhibitor. It is a member of imidazoles, a dichlorobenzene, an aminopyrimidine, an aminopyridine, a cyanopyridine, a secondary amino compound and a diamine.